2-methoxy-6-(2H-1,2,3-triazol-2-yl)benzoic acid COC1=C(C(=O)O)C(=CC=C1)N1N=CC=N1